4-[(1S,4S,5R)-5-{[1-Cyclopropyl-4-(2,6-dichlorophenyl)-1H-pyrazol-5-yl]methoxy}-2-azabicyclo[2.2.1]heptan-2-yl]-N-(oxan-4-sulfonyl)benzamid C1(CC1)N1N=CC(=C1CO[C@H]1[C@@H]2CN([C@H](C1)C2)C2=CC=C(C(=O)NS(=O)(=O)C1CCOCC1)C=C2)C2=C(C=CC=C2Cl)Cl